C1=NC=CC2=CC(=CC=C12)NC(=O)[C@@H]1[C@H](C1)C1=CC=C(C(=O)NCC2=NC=CC=C2)C=C1 4-((1S,2S)-2-(isoquinolin-6-ylcarbamoyl)cyclopropyl)-N-(pyridin-2-ylmethyl)benzamide